FC(C1=NC(=NO1)C1=CC=C(C(=O)NS(=O)(=O)C2=CC=C(C=C2)C(F)(F)F)C=C1)(F)F 4-(5-(trifluoromethyl)-1,2,4-oxadiazol-3-yl)-N-((4-(trifluoromethyl)phenyl)sulfonyl)benzamide